3-(4-((7-(adamantan-1-ylthio)heptyl)thio)-1-oxoisoindolin-2-yl)piperidine-2,6-dione C12(CC3CC(CC(C1)C3)C2)SCCCCCCCSC2=C3CN(C(C3=CC=C2)=O)C2C(NC(CC2)=O)=O